Methyl 2-((1H-pyrrolo[2,3-b]pyridin-5-yl)oxy)-6-(4-((4'-chloro-5,5-dimethyl-3,4,5,6-tetrahydro-[1,1'-biphenyl]-2-yl)methyl)piperazin-1-yl)nicotinate N1C=CC=2C1=NC=C(C2)OC2=C(C(=O)OC)C=CC(=N2)N2CCN(CC2)CC2=C(CC(CC2)(C)C)C2=CC=C(C=C2)Cl